C(#N)N=S(=O)(NC(NC1=C2CCCC2=CC=2CCCC12)=O)C1=CC2=C(OCCO2)C=C1 N'-cyano-N-((1,2,3,5,6,7-hexahydro-s-indacen-4-yl)carbamoyl)-2,3-dihydrobenzo[b][1,4]dioxine-6-sulfonimidamide